C(C)(C)(C)OC(=O)NCCCCCCNC(=O)C=1C=CC=2N(C1)C=C(N2)N2C(CN(CC2)C(=O)OCC2=CC=CC=C2)=O benzyl 4-(6-((6-((tert-butoxycarbonyl)amino)hexyl)carbamoyl)imidazo[1,2-a]pyridin-2-yl)-3-oxopiperazine-1-carboxylate